8-chloro-5-((2-(2-((3-cyclobutyl-6-fluoro-1H-indazol-5-yl)amino)ethyl)-2-azaspiro[3.3]heptan-6-yl)oxy)-2-methylisoquinolin-1(2H)-one ClC=1C=CC(=C2C=CN(C(C12)=O)C)OC1CC2(CN(C2)CCNC=2C=C3C(=NNC3=CC2F)C2CCC2)C1